N-(2-aminoethyl)-1-aminomethyltriethoxysilane NCCNC[Si](OCC)(OCC)OCC